ortho-methyl-(methyl)styrene CC1=C(C=CC)C=CC=C1